N1=CC(=CC2=CC=CC=C12)C=1C=C2C=3N(C4=NN=CN4C3C=NC2=CC1)C1=CC=C(C=C1)C1(CCCC1)C#N 1-{4-[4-(quinolin-3-yl)-8,11,13,14,16-pentaazatetracyclo-[8.6.0.02,7.011,15]Hexadec-1(10),2,4,6,8,12,14-heptaen-16-yl]Phenyl}cyclopentane-1-carbonitrile